ClC1=C(OCC=2C=C(C=CC2)C(C)=O)C=CC(=C1)C(F)(F)F 1-(3-((2-chloro-4-(trifluoromethyl)phenoxy)methyl)phenyl)ethan-1-one